N1(N=NN=C1)CC(CC1=NC=C(C=C1)C1=CC=C(C=C1)OCC(F)(F)F)O 3-(tetrazol-1-yl)-1-[5-[4-(2,2,2-trifluoroethoxy)phenyl]-2-pyridyl]propan-2-ol